O[C@@H]1C[C@H](NC1)C(=O)N(C)C (2S,4R)-4-hydroxy-N,N-dimethyl-2-pyrrolidinecarboxamide